ethyl 7-oxo-5-(4-(1-phenylcyclopropyl) phenyl)-4,7-dihydropyrazolo[1,5-a]pyrimidine-3-carboxylate O=C1C=C(NC=2N1N=CC2C(=O)OCC)C2=CC=C(C=C2)C2(CC2)C2=CC=CC=C2